FC1=C(CN2C(N(C(C3=C2SC(=C3CN(C)C)C3=CC=C(C=C3)NC(=O)NOC)=O)C=3N=NC(=CC3)OC(F)F)=O)C(=CC=C1)F 1-(4-(1-(2,6-difluorobenzyl)-3-(6-(difluoromethoxy)pyridazin-3-yl)-5-((dimethylamino)methyl)-2,4-dioxo-1,2,3,4-tetrahydrothieno[2,3-d]pyrimidin-6-yl)phenyl)-3-methoxyurea